3-((S)-pyrrolidin-2-yl)propanamide N1[C@@H](CCC1)CCC(=O)N